(2R,3R,4R,5R)-4-[[3-(3,4-Difluoro-2-methoxy-phenyl)-5-(difluoromethyl)-4,5-dimethyl-tetrahydrofuran-2-carbonyl]amino]pyridin-2-carboxamid FC=1C(=C(C=CC1F)[C@@H]1[C@@H](O[C@@]([C@@H]1C)(C)C(F)F)C(=O)NC1=CC(=NC=C1)C(=O)N)OC